rac-3-[6-chloro-3-(2-fluoro-3-methoxy-phenoxy)pyridazin-4-yl]-5-[(2,4-dimethylphenyl)methyl]-5,6-dihydro-4H-1,2,4-oxadiazine ClC1=CC(=C(N=N1)OC1=C(C(=CC=C1)OC)F)C1=NOC[C@H](N1)CC1=C(C=C(C=C1)C)C |r|